N-acetyl-glutamin C(C)(=O)N[C@@H](CCC(N)=O)C(=O)O